(S)-2-(2-bromophenyl)-4-phenyl-4,5-dihydro-oxazole BrC1=C(C=CC=C1)C=1OC[C@@H](N1)C1=CC=CC=C1